CC=1C=C2C=C(C(NC2=C(C1)C)=O)C#N 6,8-dimethyl-2-oxo-1,2-dihydroquinoline-3-carbonitrile